CC1(OB(OC1(C)C)C1=CC=C2C=CC(=NC2=C1)C1=NC2=C3C(=CC=C2C=C1)C=CC=C3)C 2-(7-(4,4,5,5-tetramethyl-1,3,2-dioxaborolan-2-yl)quinolin-2-yl)benzo[h]quinoline